CN1C(=CC=C1C(C1=CC=C(C=C1)C)=O)C=O 1-methyl-5-(4-methylbenzoyl)-1H-pyrrole-2-carbaldehyde